CN1CCC(CC1)CCC1=CC=C(S1)C(=O)OC methyl 5-(2-(1-methylpiperidin-4-yl)ethyl)thiophene-2-carboxylate